(Z)-1-(4-amino-2-fluorobut-2-en-1-yl)-4-(3-(N,N-dimethylsulfamoyl)phenyl)-2-methyl-1H-benzo[d]imidazole-6-carboxylic acid methyl ester COC(=O)C=1C=C(C2=C(N(C(=N2)C)C/C(=C/CN)/F)C1)C1=CC(=CC=C1)S(N(C)C)(=O)=O